2-(4-(3-((benzyloxy)methyl)-4-ethyl-5-oxo-4,5-dihydro-1H-1,2,4-triazol-1-yl)-5-fluoropyridin-2-yl)-3-methylbutanal C(C1=CC=CC=C1)OCC1=NN(C(N1CC)=O)C1=CC(=NC=C1F)C(C=O)C(C)C